ClC1=C(C=2N(C=C1)N=C(C2)C=O)C 5-chloro-4-methylpyrazolo[1,5-a]pyridine-2-carbaldehyde